Br[C@@H](C(=O)O)CC1OCCCC1 (2R)-2-bromo-3-(tetrahydro-2H-pyran-2-yl)propionic acid